C(C)(C)NC1=NC(=NC(=N1)NC1=CC(=NC=C1)N1CCOCC1)C1=CC=CC=C1 N2-isopropyl-N4-(2-morpholinopyridin-4-yl)-6-phenyl-1,3,5-triazine-2,4-diamine